NC1=C(C=C(C=N1)C=1C=C2N(N1)CC[C@]21CN(CC1)C(=O)NCC)C#N |r| (rac)-2'-(6-amino-5-cyanopyridin-3-yl)-N-ethyl-5',6'-dihydrospiro[pyrrolidine-3,4'-pyrrolo[1,2-b]pyrazole]-1-carboxamide